5-((R)-3-((cyclobutylmethyl)amino)piperidin-1-yl)-2-(1-(4-(5-methoxypyridin-3-yl)-1H-1,2,3-triazol-1-yl)ethyl)pyridazin-3(2H)-one C1(CCC1)CN[C@H]1CN(CCC1)C1=CC(N(N=C1)C(C)N1N=NC(=C1)C=1C=NC=C(C1)OC)=O